9-phenyl-9H-carbazol-4-yl trifluoromethanesulfonate FC(S(=O)(=O)OC1=CC=CC=2N(C3=CC=CC=C3C12)C1=CC=CC=C1)(F)F